1-(trans-4-ethoxycyclohexyl)-3-(1H-indol-6-yl)-1H-pyrazol-4-amine C(C)O[C@@H]1CC[C@H](CC1)N1N=C(C(=C1)N)C1=CC=C2C=CNC2=C1